4,4,4-trifluoro-1-oxo-1-phenylbutane FC(CCC(C1=CC=CC=C1)=O)(F)F